[Na+].[Na+].[Na+].[Na+].S(=O)(=O)([O-])C(C(=O)[O-])CC(=O)[NH-] sulfosuccinamic acid tetrasodium salt